C(C)(C)(C)OC(=O)NC1(CC1)C1=CC=C(C(=O)[O-])C=C1 4-(1-[(tert-butoxy)carbonyl]aminocyclopropyl)benzoate